FC1=CC(=NC=C1)NC(CC)=O N-(4-fluoropyridin-2-yl)propanamide